(1S,3aS,5S,6aR)-5-((6-(5-(((4-(methoxymethyl)pyrimidin-2-yl)oxy)methyl)-1-methyl-1H-1,2,3-triazol-4-yl)-2-methylpyridin-3-yl)oxy)octahydropentalene-1-carboxylic acid sodium salt [Na+].COCC1=NC(=NC=C1)OCC1=C(N=NN1C)C1=CC=C(C(=N1)C)O[C@H]1C[C@@H]2CC[C@@H]([C@@H]2C1)C(=O)[O-]